ClC=1C(=NC(=CC1Cl)Cl)C(=O)OC methyl 3,4,6-trichloropyridine-2-carboxylate